C(C)(C)(C)C(CN(C([O-])=O)C)OCC1CCN(CC1)C1=CC(=C(C=C1)N)NC 2-Tert-butyl(2-((1-(4-amino-3-(methylamino)phenyl) piperidin-4-yl) methoxy)ethyl)(methyl)carbamate